C1=CC=CC2=CC3=CC=CC=C3C(=C12)B(O)O 9-Anthraceneboronic acid